tert-butyl ((1S,2S)-2-(iodomethyl)cyclohexyl)carbamate IC[C@@H]1[C@H](CCCC1)NC(OC(C)(C)C)=O